benzyl N-[(1S)-1-(dicyclopropylmethyl)-2-[[1-[(3-methoxypyrazin-2-yl)methyl]pyrazol-4-yl]amino]-2-oxo-ethyl]carbamate C1(CC1)C([C@@H](C(=O)NC=1C=NN(C1)CC1=NC=CN=C1OC)NC(OCC1=CC=CC=C1)=O)C1CC1